1,2-bis[2-(4-aminophenoxy)ethoxy]ethane ethyl-11-cyclopropyl-7-methylsulfonyl-10-oxo-1,9-diazatricyclo[6.3.1.04,12]dodeca-2,4,6,8(12)-tetraene-2-carboxylate C(C)OC(=O)C=1N2C(C(NC=3C(=CC=C(C1)C23)S(=O)(=O)C)=O)C2CC2.NC2=CC=C(OCCOCCOCCOC3=CC=C(C=C3)N)C=C2